5',8'-dihydro-6'H-spiro[cyclopropan-1,7'-pteridine]-6'-one N1=CN=CC=2NC(C3(NC12)CC3)=O